Methyl (2-(4-((S)-2-cyclohexyl-2-((S)-2-(methylamino)propanamido)acetyl)piperazine-1-carbonyl)-6-methoxy-1-methyl-1H-indole-3-carbonyl)glycinate Hydrochloride Cl.C1(CCCCC1)[C@@H](C(=O)N1CCN(CC1)C(=O)C=1N(C2=CC(=CC=C2C1C(=O)NCC(=O)OC)OC)C)NC([C@H](C)NC)=O